C1(=CC=CC=C1)C=1C=CC=2N(C3=CC=C(C=C3C2C1)C1=CC=CC=C1)C1=CC=C(C=C1)C=1C(=C(C(=C(C1N1C2=C(C=3C=CC=CC13)N=CC=C2)C2=CC=NC=C2)C#N)N2C1=C(C=3C=CC=CC23)N=CC=C1)C1=CC=C(C=C1)N1C2=CC=C(C=C2C=2C=C(C=CC12)C1=CC=CC=C1)C1=CC=CC=C1 4,4''-bis(3,6-diphenyl-9H-carbazol-9-yl)-5'-(pyridin-4-yl)-3',6'-bis(5H-pyrido[3,2-b]indol-5-yl)-[1,1':2',1''-terphenyl]-4'-carbonitrile